S(C#N)\C=C/C(=O)O (2Z)-3-THIOCYANATO-2-PROPENOIC ACID